tri(4-tolyl)sulfonium hexafluorophosphate F[P-](F)(F)(F)(F)F.C1(=CC=C(C=C1)[S+](C1=CC=C(C=C1)C)C1=CC=C(C=C1)C)C